FC(C1=CC=C(C=N1)B(O)O)(F)F 6-(trifluoro-methyl)-3-pyridinyl-boronic acid